[C@H]12CNC[C@@H]2C1COC1=CC(=C(C(=C1)F)C=1C(=NC=2N(C1NCC(F)(F)F)N=CN2)C)F 6-(4-(((1R,5S,6r)-3-azabicyclo[3.1.0]hex-6-yl)methoxy)-2,6-difluorophenyl)-5-methyl-N-(2,2,2-trifluoroethyl)-[1,2,4]triazolo[1,5-a]pyrimidin-7-amine